Cl.NCC1CN(CC1)C1=NC(=NC=C1CNC(=O)C1(CC1)C#N)C1=CC(=C(C=C1)Cl)C(F)(F)F N-[[4-[3-(aminomethyl)pyrrolidin-1-yl]-2-[4-chloro-3-(trifluoromethyl)phenyl]pyrimidin-5-yl]methyl]-1-cyano-cyclopropanecarboxamide hydrochloride